OC1=C(C(=CC(=C1S(=O)(=O)NC(CCN1CCOCC1)=O)CCCCC)O)C1=CC(=CC=C1)C N-((2,6-dihydroxy-3'-methyl-4-pentyl-[1,1'-biphenyl]-3-yl)sulfonyl)-3-morpholinopropanamide